N1=C(C=CC=C1)[Ir](C=1C(=NC=CC1)C(=O)O)C1=CC=CC=C1 2-pyridylphenyl-(2-carboxypyridyl)iridium (III)